C(C)C1(COC1)COCC1(COC1)CC 3-ethyl-3-((3-ethyloxetan-3-yl)methoxymethyl)oxetane